(R)-4-((3R,8S,9S,10R,13R,14S,17R)-3-azido-10,13-dimethyl-2,3,4,7,8,9,10,11,12,13,14,15,16,17-tetradecahydro-1H-cyclopenta[a]phenanthren-17-yl)-1-morpholinopentan-1-one N(=[N+]=[N-])[C@@H]1CC[C@@]2([C@H]3CC[C@@]4([C@H](CC[C@H]4[C@@H]3CC=C2C1)[C@@H](CCC(=O)N1CCOCC1)C)C)C